N-{4'-[1-Hydroxy-1-(1H-imidazol-4-yl)-2-methylpropyl][1,1'-biphenyl]-3-yl}acetamide OC(C(C)C)(C=1N=CNC1)C1=CC=C(C=C1)C1=CC(=CC=C1)NC(C)=O